(R)-3-Hydroxy-3-(3-(3-(2-((3-methoxy-1-methyl-1H-pyrazol-4-yl)amino)pyrimidin-4-yl)phenyl)isoxazol-5-yl)-1-methylpyrrolidin-2-one O[C@@]1(C(N(CC1)C)=O)C1=CC(=NO1)C1=CC(=CC=C1)C1=NC(=NC=C1)NC=1C(=NN(C1)C)OC